((3-(2-Phenylacetamido)-5-(trifluoromethyl)-phenyl)carbamoyl)(3-(piperidin-2-ylmethyl)-1,2,3-oxadiazol-3-ium-5-yl)amide C1(=CC=CC=C1)CC(=O)NC=1C=C(C=C(C1)C(F)(F)F)NC(=O)[N-]C1=C[N+](=NO1)CC1NCCCC1